C(\C=C/C(=O)[O-])(=O)OC(CC(C)C)CC(C)C 2,6-dimethyl-4-heptyl maleate